(5-chloro-2-methoxyphenyl)-2-({2-[(oxan-4-yl)sulfamoyl]phenyl}amino)acetamide ClC=1C=CC(=C(C1)C(C(=O)N)NC1=C(C=CC=C1)S(NC1CCOCC1)(=O)=O)OC